C(CC)OC=1C=C2C(=CNC2=CC1)C1CCN(CC1)CCCCC=1C=NN(C1)C1=C(C=CC=C1)OC 5-propoxy-3-[1-[4-[1-(2-methoxyphenyl)-1H-pyrazol-4-yl]butyl]-4-piperidinyl]-1H-indole